(R)-1-(7-(5-ethynyl-6-fluoroisoquinolin-4-yl)-8-fluoro-4-(methyl(pyrrolidin-2-ylmethyl)amino)pyrido[4,3-d]pyrimidin-2-yl)-4-methylpiperidin-4-ol C(#C)C1=C2C(=CN=CC2=CC=C1F)C1=C(C=2N=C(N=C(C2C=N1)N(C[C@@H]1NCCC1)C)N1CCC(CC1)(O)C)F